1-methoxybutan COCCCC